C1(=CC=CC=C1)C1=NC(=NC(=C1)C1=CC=CC=C1)C1=C(C=C(C(=C1N1C2=CC=CC=C2C=2C=C(C=CC12)C)C1=NC(=CC(=N1)C1=CC=CC=C1)C1=CC=CC=C1)N1C2=CC=CC=C2C=2C=C(C=CC12)C)N1C2=CC=CC=C2C=2C=C(C=CC12)C 9,9',9''-(2,4-bis(4,6-diphenylpyrimidin-2-yl)benzene-1,3,5-triyl)tris(3-methyl-9H-carbazole)